[2-(1,3-dioxolan-2-yl)-3-[(4-methoxyphenyl)methoxy]phenyl]methyl methanesulfonate CS(=O)(=O)OCC1=C(C(=CC=C1)OCC1=CC=C(C=C1)OC)C1OCCO1